C1(CC1)C1=CC(=CC(=N1)N1C(C2=CC(=CC=C2C1)CN1C[C@H](CCC1)C)=O)C1=C(C=C(C=C1)F)C1=NC=NC=C1C 2-[6-Cyclopropyl-4-[4-fluoro-2-(5-methylpyrimidin-4-yl)phenyl]pyridin-2-yl]-6-[[(3S)-3-methylpiperidin-1-yl]methyl]-3H-isoindol-1-one